ClC=1C=CC(=C(C1)C1=NC(=NC(=N1)C1=CC=CC=C1)C1=CC=CC=C1)F 2-(5-chloro-2-fluoro-phenyl)-4,6-diphenyl-1,3,5-triazine